2,6-diamino-3-methylcaproic acid NC(C(=O)O)C(CCCN)C